N-hydroxy-4-((isoquinolin-1-ylamino)methyl)benzamide ONC(C1=CC=C(C=C1)CNC1=NC=CC2=CC=CC=C12)=O